(S)-N-((S)-2,2-difluoro-1-(1-neopentyl-6-(2-(trifluoromethyl)-phenyl)-1H-indol-3-yl)ethyl)-2-methylpropane-2-sulfinamide FC([C@H](C1=CN(C2=CC(=CC=C12)C1=C(C=CC=C1)C(F)(F)F)CC(C)(C)C)N[S@@](=O)C(C)(C)C)F